2-ethyl-1H-1,3-benzodiazole-5-carboxylic acid C(C)C1=NC2=C(N1)C=CC(=C2)C(=O)O